BrC=1C=C(C=CC1)N(C1=N/C(/NC2=CC(=C(C=C12)F)Cl)=N/N)C (E)-N-(3-bromophenyl)-7-chloro-6-fluoro-2-hydrazono-N-methyl-1,2-dihydroquinazolin-4-amine